[N+](=O)([O-])C1=CC=C(NC([C@@H](N)CC2=CC=CC=C2)=O)C=C1 Phenylalanine-p-Nitroanilide